1-(5-(hydroxymethyl)furan-2-yl)ethanol (7E,9Z)-dodeca-7,9-dien-1-yl-acetate C(CCCCC\C=C\C=C/CC)CC(=O)OC(C)C=1OC(=CC1)CO